(R)-4-neopentyl-6,6a,7,8,9,10-hexahydro-5H-pyrazino[1,2-a][1,8]naphthyridine C(C(C)(C)C)C=1C=2CC[C@H]3N(C2N=CC1)CCNC3